CN(C(=O)C1=CC2=C(C=C(CC(=N2)NC(C2=CC=CC=C2)(C2=CC=CC=C2)C2=CC=CC=C2)C(=O)O)C=C1)C 8-(dimethylcarbamoyl)-2-(tritylamino)-3H-1-benzazepine-4-carboxylic acid